Cl.COC1=C(C(=O)N)C=C(C=C1)S(=O)(=O)C 2-methoxy-5-methylsulfonyl-benzamide hydrochloride